NC1=C2C(C3(C(OC4=C3C=CC(=C4)Br)(C2=CC=C1)O)NC(OCCCC)=O)=O butyl (1-amino-7-bromo-4b-hydroxy-10-oxo-4b,10-dihydro-9bH-indeno[1,2-b]benzofuran-9b-yl)carbamate